1-[(4-benzyloxy-2-ethyl-5-methyl-pyrazole-3-carbonyl)amino]-3-[(4-methoxyphenyl)methyl]thiourea C(C1=CC=CC=C1)OC1=C(N(N=C1C)CC)C(=O)NNC(=S)NCC1=CC=C(C=C1)OC